NC=1C=CC(=C2CN(C(C12)=O)CC(C(=O)N)=C)C1=NN(C2=CC=CC=C12)C 2-{[7-amino-4-(1-methyl-1H-indazol-3-yl)-1-oxo-2,3-dihydro-1H-isoindol-2-yl]methyl}prop-2-enamide